C(C1=CC=CC=C1)OC1=C(N=CC2=C(C(=CC=C12)F)Br)C(=O)OC methyl 4-(benzyloxy)-8-bromo-7-fluoroisoquinoline-3-carboxylate